1-(tetrahydro-2H-pyran-2-yl)-3-(4-(4-(2-((tetrahydro-2H-pyran-2-yl)oxy)ethyl)-1H-Pyrazol-1-yl)pyrimidin-2-yl)-1H-indazol-5-amine O1C(CCCC1)N1N=C(C2=CC(=CC=C12)N)C1=NC=CC(=N1)N1N=CC(=C1)CCOC1OCCCC1